C1(CC1)C1=C(C(=NO1)C1=C(C=CC=C1F)F)COC1CCNCC1 5-cyclopropyl-3-(2,6-difluorophenyl)-4-((piperidin-4-yloxy)methyl)isoxazole